C(=C)N[C@@H](CC(=O)O)C(=O)O vinylaspartic acid